(2S,7aS)-ethyl 5-oxo-2-(trifluoromethoxy)hexahydro-1H-pyrrolizine-7a-carboxylate O=C1N2C[C@H](C[C@@]2(CC1)C(=O)OCC)OC(F)(F)F